3-(5-(1-(5-bromo-3-methylpicolinoyl)piperidin-4-yl)-4,6-difluoro-1-oxoisoindolin-2-yl)piperidine-2,6-dione bis(1-octyloxy-2,2,6,6-tetramethylpiperidin-4-yl)sebacate C(CCCCCCC)ON1C(CC(CC1(C)C)OC(CCCCCCCCC(=O)OC1CC(N(C(C1)(C)C)OCCCCCCCC)(C)C)=O)(C)C.BrC=1C=C(C(=NC1)C(=O)N1CCC(CC1)C=1C(=C2CN(C(C2=CC1F)=O)C1C(NC(CC1)=O)=O)F)C